CC=1C=C(C=C(C1)C=1C=C2C(=NN(C2=CC1)COCC[Si](C)(C)C)C)NC(C=C)=O N-[3-methyl-5-[3-methyl-1-(2-trimethylsilylethoxymethyl)indazol-5-yl]phenyl]prop-2-enamide